C(C)(C)(C)OC(=O)N1N=CC2=NC=CC(=C21)S 7-mercapto-1H-pyrazolo[4,3-b]pyridine-1-carboxylic acid tert-butyl ester